FC1=C(C=C(C=C1)O)C(=O)N1CC2(C1)CC(C2)C=2N(C=CN2)C2=CC=CC=C2 (2-fluoro-5-hydroxyphenyl){6-(1-phenyl-2-imidazolyl)-2-aza-2-spiro[3.3]heptyl}methanone